FC(S(=O)(=O)[O-])(F)F.[NH2+]1CCCC1 pyrrolidinium trifluoromethanesulfonate